ClC1=C(C(=CC=C1Cl)O)[C@H]1C[C@@H]2N(C(CN(C2C)C(CO)=O)=O)C1 (7R,8aS)-7-(2,3-dichloro-6-hydroxyphenyl)-2-(2-hydroxyacetyl)-1-methylhexahydropyrrolo[1,2-a]pyrazin-4(1H)-one